FC1=C(C(=CC(=C1)NCCNCCO)F)N1C(N(C=2N=CC(=CC2C=2C=CC(=CC12)C#N)C)CC)=O 10-[2,6-difluoro-4-({2-[(2-hydroxyethyl)amino]ethyl}amino)phenyl]-8-ethyl-4-methyl-9-oxo-6,8,10-triazatricyclo[9.4.0.02,7]pentadeca-1(11),2(7),3,5,12,14-hexaene-13-carbonitrile